4-[2-(2-cyano-1,1-dimethyl-ethyl)-6-fluoro-1-(4-fluoro-3-methoxy-phenyl)indol-3-yl]-2-methoxy-benzoic acid methyl ester COC(C1=C(C=C(C=C1)C1=C(N(C2=CC(=CC=C12)F)C1=CC(=C(C=C1)F)OC)C(CC#N)(C)C)OC)=O